(S)-2-(5-(benzofuran-3-yl)-1-oxoisoindolin-2-yl)butanamide O1C=C(C2=C1C=CC=C2)C=2C=C1CN(C(C1=CC2)=O)[C@H](C(=O)N)CC